(R)-3-(1-((3-chloro-7-fluoro-2-methyl-6-(2-(methylsulfonyl)pyrimidin-5-yl)-1,5-naphthyridin-4-yl)amino)ethyl)-4-fluorobenzonitrile ClC=1C(=NC2=CC(=C(N=C2C1N[C@H](C)C=1C=C(C#N)C=CC1F)C=1C=NC(=NC1)S(=O)(=O)C)F)C